5-amino-4-hydroxynaphthalene-2,7-disulfonic acid NC1=C2C(=CC(=CC2=CC(=C1)S(=O)(=O)O)S(=O)(=O)O)O